CC1=C(C=2N(N=C1N1CC=3C=C(C=NC3CC1)C(=O)N1CC(C1)F)C=NN2)C [6-(7,8-dimethyl-[1,2,4]triazolo[4,3-b]pyridazin-6-yl)-7,8-dihydro-5H-1,6-naphthyridin-3-yl]-(3-fluoroazetidin-1-yl)methanone